5-((6s,8r)-7-((1-fluorocyclopropyl)methyl)-8-methyl-6,7,8,9-tetrahydro-3H-pyrazolo[4,3-f]isoquinolin-6-yl)-N-(1-(3-fluoropropyl)azetidin-3-yl)-4-methoxypyridin-2-amine FC1(CC1)CN1[C@@H](C2=CC=C3C(=C2C[C@H]1C)C=NN3)C=3C(=CC(=NC3)NC3CN(C3)CCCF)OC